1,2,3-O-trisnonoyl-erythritol C(CCCCCCCC)(=O)C([C@](O)([C@H](OC(CCCCCCCC)=O)CO)C(CCCCCCCC)=O)O